CC(CC(C)C1=C(C=CC=C1)C1=NNC=C1C(=O)N)C [2-(4-methylpentan-2-yl)phenyl]pyrazole-4-carboxamide